n-methyl-1,7-heptanediamine CNCCCCCCCN